1-((2-Methyl-6-(2,2,2-trifluoroethoxy)pyridin-4-yl)methyl)-3-(2-(1-(trifluoromethyl)cyclopropyl)ethyl)urea CC1=NC(=CC(=C1)CNC(=O)NCCC1(CC1)C(F)(F)F)OCC(F)(F)F